C(C1=CC=CC=C1)OC1=NC(=CC=C1C1=NN(C2=C(C=CC=C12)N1CCN(CC1)CC1(CCN(CC1)C(=O)OC(C)(C)C)O)C)OCC1=CC=CC=C1 tert-butyl 4-((4-(3-(2,6-bis(benzyloxy) pyridin-3-yl)-1-methyl-1H-indazol-7-yl) piperazin-1-yl) methyl)-4-hydroxypiperidine-1-carboxylate